(+/-)-9,10-dihydroxy-12Z-octadecenoic acid OC(CCCCCC=CC(=O)O)C(CCCCCCCC)O